NC1=NC(=C(C=C1C=1C=C2C(=CNC(C2=CC1)=O)F)B1OC(C(O1)(C)C)(C)C)F 6-(2-amino-6-fluoro-5-(4,4,5,5-tetramethyl-1,3,2-dioxaborolan-2-yl)pyridin-3-yl)-4-fluoroisoquinolin-1(2H)-one